NC=1C2=C(N=CN1)N(C(=C2)C2(C[C@@H](N(C2)C(=O)OC(C)(C)C)C)O)C tert-butyl (2S)-4-(4-amino-7-methyl-7H-pyrrolo[2,3-d]pyrimidin-6-yl)-4-hydroxy-2-methylpyrrolidine-1-carboxylate